p-cyanoformanilide C(#N)C1=CC=C(NC=O)C=C1